FC1=CC=C(CN2C(N(C3=C2C=CC=C3)CC3=CC=C(C=C3)C(=O)N3CCNCC3)=O)C=C1 1-(4-fluorobenzyl)-3-(4-(piperazine-1-carbonyl)benzyl)-1,3-dihydro-2H-benzo[d]imidazol-2-one